3-(6-Amino-2-fluoro-3-pyridyl)-4-[4-[(3S)-1-(3-fluoropropyl)pyrrolidin-3-yl]oxyphenyl]-2H-thiochromen-7-ol NC1=CC=C(C(=N1)F)C=1CSC2=CC(=CC=C2C1C1=CC=C(C=C1)O[C@@H]1CN(CC1)CCCF)O